(S)-tert-butyl 1-(2-chlorophenyl)-3-oxopropan-2-ylcarbamate ClC1=C(C=CC=C1)C[C@@H](C=O)NC(OC(C)(C)C)=O